CCC/C=C\\C/C=C\\CCCCCCCC(=O)[O-] The molecule is a polyunsaturated fatty acid anion that is the conjugate base of (9Z,12Z)-hexadecadienoic acid, obtained by deprotonation of the carboxy group; major species at pH 7.3. It is a polyunsaturated fatty acid anion, a long-chain fatty acid anion and a hexadecadienoate. It is a conjugate base of a (9Z,12Z)-hexadecadienoic acid.